tert-butyl (S)-3-((7-((tert-butoxycarbonyl)(4-(pyridin-2-yl)benzyl)amino)-3-cyclopropylpyrazolo[1,5-a]pyrimidin-5-yl)amino)pyrrolidine-1-carboxylate C(C)(C)(C)OC(=O)N(C1=CC(=NC=2N1N=CC2C2CC2)N[C@@H]2CN(CC2)C(=O)OC(C)(C)C)CC2=CC=C(C=C2)C2=NC=CC=C2